C(C1=CC=CC=C1)OC[C@@H]1CN(S(O1)=O)C(=O)OC(C)(C)C (5S)-tert-butyl 5-((benzyloxy)methyl)-1,2,3-oxathiazolidine-3-carboxylate 2-oxide